2-cyclopentyl-1-(4-(((2r,3r,4r,5s)-3,4,5-trihydroxy-2-(hydroxymethyl)piperidin-1-yl)methyl)piperidin-1-yl)ethanone C1(CCCC1)CC(=O)N1CCC(CC1)CN1[C@@H]([C@H]([C@@H]([C@H](C1)O)O)O)CO